C(C)(C)(C)OC(=O)N1COC([C@@H]1CCC(=O)C1=CC=C(C=C1)O)=O (S)-4-(3-(4-hydroxyphenyl)-3-oxopropyl)-5-oxooxazolidine-3-carboxylic acid tert-butyl ester